C(C)OC(COC1=NC=CC=C1OC1=C(C=C(C(=C1)N1C(N(C(=CC1=O)C(F)(F)F)C)=O)F)Cl)=O [3-[2-chloro-4-fluoro-5-(1-methyl-6-trifluoromethyl-2,4-dioxo-1,2,3,4-tetrahydropyrimidin-3-yl)phenoxy]-2-pyridyloxy]Acetic acid ethyl ester